C1(CC1)COC1=CC=C(C=C1)C[C@H](C(=O)O)NC([C@H](C)O)=O (R)-3-(4-(cyclopropylmethoxy)phenyl)-2-((S)-2-hydroxypropionamido)propanoic acid